C(C)OC(CCC1=C(C2=C(N(N=N2)CCCCOCC2=CC=C(C=C2)OC)C=C1)C)=O 3-(1-{4-[(4-methoxyphenyl)methoxy]Butyl}-4-methyl-1H-benzotriazol-5-yl)propanoic acid ethyl ester